C(#N)N1C(CCC1)C1=NOC(=N1)C1=CC(=NC=C1)C=1C=C(C(=O)N)C=CC1 3-(4-(3-(1-cyanopyrrolidin-2-yl)-1,2,4-oxadiazol-5-yl)pyridin-2-yl)benzamide